1,5-dihydropyrrolo[4,3,2-de]quinoline N1C=C2C=CNC=3C=CC=C1C23